COC(=O)[C@]1(N[C@H]([C@]([C@@H]1C1=CC=CC=C1)([N+](=O)[O-])C)C1=CC=CC=C1)CC (2S,3R,4S,5S)-2-ethyl-4-methyl-4-nitro-3,5-diphenylpyrrolidine-2-carboxylic acid methyl ester